C(C)O/C=C/C1=CC=C2C(=N1)SC(=C2)C(=O)OC Methyl (E)-6-(2-ethoxyvinyl)thieno[2,3-b]pyridine-2-carboxylate